CN(C(=S)[C@H]1NC[C@@H](C1)OCC1=CC(=CC=C1)S(N)(=O)=O)C (2S,4R)-N,N-dimethyl-4-[(3-sulfamoylphenyl)methoxy]pyrrolidine-2-carbothioamide